4,4,5,5-tetramethyl-2-(3-methylcyclopenten-1-yl)-1,3,2-dioxaborolane CC1(OB(OC1(C)C)C1=CC(CC1)C)C